C(C)(=O)C=1C(=C(C=C(C1)F)CC(C)=O)O 1-(3-acetyl-5-fluoro-2-hydroxyphenyl)propan-2-one